CC1N(CCOC1)C1=CC(NC(=C1)N1C(CN(CC1)S(=O)(=O)N1CCCCC1)C(F)(F)F)=O 4-(3-methylmorpholin-4-yl)-6-[4-(1-piperidylsulfonyl)-2-(trifluoromethyl)piperazin-1-yl]-1H-pyridin-2-one